N-phenyl-9,9-dimethylfluoren-2-amine C1(=CC=CC=C1)NC1=CC=2C(C3=CC=CC=C3C2C=C1)(C)C